7-Chloro-4-[[2-[3-(6-fluoro-[1,2,4]triazolo[4,3-a]pyridin-7-yl)propyl]-2-azaspiro[3.3]heptan-6-yl]oxy]indan-1-one ClC=1C=CC(=C2CCC(C12)=O)OC1CC2(CN(C2)CCCC2=CC=3N(C=C2F)C=NN3)C1